O=C1N(C2=C(C=NC=C2)N1C=1C=C(C=CC1)NC(C=C)=O)C1=CC=C(C=C1)OC1=CC=CC=C1 N-(3-(2-oxo-1-(4-phenoxyphenyl)-1H-imidazo[4,5-c]pyridin-3(2H)-yl)phenyl)acrylamide